2-(3-((2,2-difluoro-2-phenylethyl)amino)-6-(1-methyl-1H-pyrazol-4-yl)-2-oxopyrazin-1(2H)-yl)acetamide trifluoroacetate FC(C(=O)O)(F)F.FC(CNC=1C(N(C(=CN1)C=1C=NN(C1)C)CC(=O)N)=O)(C1=CC=CC=C1)F